3-[(4-{1-[2-fluoro-2-(4-nitrophenyl)ethyl]-1H-benzimidazol-2-yl}-1,2,5-oxadiazol-3-yl)amino]propionitrile FC(CN1C(=NC2=C1C=CC=C2)C=2C(=NON2)NCCC#N)C2=CC=C(C=C2)[N+](=O)[O-]